(R)-3-(2-(1H-imidazol-2-yl)-6-(benzenesulfonyl)imidazo[4,5-d]pyrrolo[2,3-b]pyridin-1(6H)-yl)-N-(2,2,2-trifluoroethyl)pyrrolidine-1-carboxamide N1C(=NC=C1)C1=NC=2C(=C3C(=NC2)N(C=C3)S(=O)(=O)C3=CC=CC=C3)N1[C@H]1CN(CC1)C(=O)NCC(F)(F)F